ClC1=C(C=CC=C1)C[C@H](C(=O)O)NC (R)-3-(2-chlorophenyl)-2-(methylamino)propanoic acid